6-(3-Chloro-6-(difluoromethyl)-2-fluorophenyl)-N-(1-((2-((S)-2-(((R)-3-hydroxypyrrolidin-1-yl)methyl)pyrrolidin-1-yl)pyrimidin-5-yl)methyl)-1H-pyrazol-4-yl)pyrazine-2-carboxamide ClC=1C(=C(C(=CC1)C(F)F)C1=CN=CC(=N1)C(=O)NC=1C=NN(C1)CC=1C=NC(=NC1)N1[C@@H](CCC1)CN1C[C@@H](CC1)O)F